BrC=1C=C2C(=CNC2=CC1)C1CC1 5-Bromo-3-cyclopropyl-1H-indole